NC=1C2=C(N=CN1)N(C(=C2C2=CC=C(C=C2)OC2=NC=CC=N2)C2CC1(CN(C1)C(C=C)=O)C2)C 1-(6-(4-amino-7-methyl-5-(4-(pyrimidin-2-yloxy)phenyl)-7H-pyrrolo[2,3-d]pyrimidin-6-yl)-2-azaspiro[3.3]hept-2-yl)prop-2-en-1-one